2-(4-bromo-1H-pyrazol-1-yl)-5-fluoropyridine BrC=1C=NN(C1)C1=NC=C(C=C1)F